4-hydroxy-5H-pyrrolo[3',4':4,5]thieno[2,3-d]pyrimidine-6(7H)-carboxylic acid tert-butyl ester C(C)(C)(C)OC(=O)N1CC2=C(SC=3N=CN=C(C32)O)C1